N(=[N+]=[N-])NCCCC[C@@H](N)C(=O)O D-N(epsilon)-Azido-Lysine